C(C)N(CC)[Zr]N(CC)CC bis(diethyl-amino)zirconium